2-Methyl-3-(4-methylenedioxyphenyl)propanal CC(C=O)CC1=CC=C2C(=C1)OCO2